C1(=CC=CC=C1)C=1C=C(C=C(C1C(=O)[O-])C(=O)[O-])C(=O)[O-].C(#N)CC[N+]1=C(NC=C1)CCCCCCCCCCC.C(#N)CC[N+]1=C(NC=C1)CCCCCCCCCCC.C(#N)CC[N+]1=C(NC=C1)CCCCCCCCCCC cyanoethyl-2-n-undecylimidazolium benzenetrimellitate